(R)-5-(3,4-dichloro-2-((4-(methylsulfanyl)imidazo[2,1-f][1,2,4]triazin-7-yl)methyl)phenoxy)-1-methoxypentan-2-amine ClC=1C(=C(OCCC[C@H](COC)N)C=CC1Cl)CC1=CN=C2C(=NC=NN21)SC